fumaric acid (fumarate) C(\C=C\C(=O)O)(=O)O.C(\C=C\C(=O)O)(=O)O